FC=1C=C(C=CC1F)N1[C@@H](CCC1=O)C(=O)NC1=C(C=CC(=C1)C=1C(=NOC1C)C)N[C@H]1C[C@@H](CC1)OCC (S)-1-(3,4-difluorophenyl)-N-(5-(3,5-dimethylisoxazol-4-yl)-2-(((1R,3R)-3-ethoxycyclopentyl)amino)phenyl)-5-oxopyrrolidine-2-carboxamide